5-cyano-bicyclo[2.2.1]hept-2-ene C(#N)C1C2C=CC(C1)C2